1H-Pyrrolo[3,2-h]chinolin N1C=CC=2C=CC=3C=CC=NC3C21